(2S,4R)-1-[(2S)-2-(4-cyclopropyltriazol-1-yl)-3,3-dimethyl-butanoyl]-4-hydroxy-N-[(3-isopropoxytetrahydrofuran-3-yl)methyl]pyrrolidine-2-carboxamide C1(CC1)C=1N=NN(C1)[C@H](C(=O)N1[C@@H](C[C@H](C1)O)C(=O)NCC1(COCC1)OC(C)C)C(C)(C)C